OC(CCCCCCCCC(=O)O)CCCCCCCCC 10-Hydroxy-nonadecanoic acid